3-fluoro-4-(4-formyl-1H-pyrazol-1-yl)pyrrolidine-1-carboxylic acid tert-butyl ester C(C)(C)(C)OC(=O)N1CC(C(C1)N1N=CC(=C1)C=O)F